F[C@@]1(CN(CCN1)C1=C(C(=CC=C1[N+](=O)[O-])OC1=C(C=CC=C1)F)C(F)(F)F)CO {(3S)-3-fluoro-1-[3-(2-fluorophenoxy)-6-nitro-2-(trifluoromethyl)phenyl]piperazin-3-yl}methanol